N-methyl-2-(1-phenyl-1H-pyrazol-4-yl)-N-(piperidin-4-yl)-1,3-oxazole-4-carboxamide CN(C(=O)C=1N=C(OC1)C=1C=NN(C1)C1=CC=CC=C1)C1CCNCC1